C(C)(C)(C)C=1NC=2N(C(C1)=O)N=CC2C2=CC=C(C=C2)NC(=O)C2=CN=C(S2)Cl N-(4-(5-(tert-butyl)-7-oxo-4,7-dihydropyrazolo[1,5-a]pyrimidin-3-yl)phenyl)-2-chlorothiazole-5-carboxamide